tris[4-(4-acetyl-3-methylphenylthio)phenyl]sulfonium nonafluorobutanesulfonate FC(C(C(C(S(=O)(=O)[O-])(F)F)(F)F)(F)F)(F)F.C(C)(=O)C1=C(C=C(C=C1)SC1=CC=C(C=C1)[S+](C1=CC=C(C=C1)SC1=CC(=C(C=C1)C(C)=O)C)C1=CC=C(C=C1)SC1=CC(=C(C=C1)C(C)=O)C)C